N(=C=O)CCC[Si](OCC)(OCC)CC 3-isocyanatopropylethyldiethoxysilane